8-Benzyl-6-phenyl-2-((5-propylfuran-2-yl)methyl)imidazo[1,2-a]pyrazin-3-yl-acetat C(C1=CC=CC=C1)C=1C=2N(C=C(N1)C1=CC=CC=C1)C(=C(N2)CC=2OC(=CC2)CCC)CC(=O)[O-]